BrC=1C=C2C(=NNC2=CC1)C1C(NC(CC1)=O)=O 3-(5-bromo-1H-indazol-3-yl)piperidine-2,6-dione